CC(C)(C=C)N1CCCCC1 1-(2-methylbut-3-en-2-yl)piperidine